(Z)-3-((E)-4-aminobut-2-en-1-yl)-4-(3,3-dimethoxypropoxy)-2-((1-ethyl-3-methyl-1H-pyrazole-5-carbonyl)imino)-2,3-dihydrobenzo[d]thiazole-6-carboxamide NC/C=C/CN1/C(/SC2=C1C(=CC(=C2)C(=O)N)OCCC(OC)OC)=N/C(=O)C2=CC(=NN2CC)C